4-(5-(difluoromethyl)-1,3,4-thiadiazol-2-yl)-8-((2S,6S)-2,6-dimethylmorpholino)-2-((methylamino)methyl)-N-(1-methylcyclopropyl)quinazoline-6-sulfonamide FC(C1=NN=C(S1)C1=NC(=NC2=C(C=C(C=C12)S(=O)(=O)NC1(CC1)C)N1C[C@@H](O[C@H](C1)C)C)CNC)F